C(C)C=1C(NC2=CC(=CN=C2C1)CN1CCN(CC1)C1=CC=2N=CN=C(C2N=C1)NC)=O 3-ethyl-7-((4-(4-(methylamino)pyrido[3,2-d]pyrimidin-7-yl)piperazin-1-yl)methyl)-1,5-naphthyridin-2(1H)-one